ClC=1C(=NC=CC1)O[C@@H]1CN(CC1)C1=C(C=C(C=C1)C1=CC=CC=C1)C#N (S)-4-(3-(3-chloropyridin-2-yloxy)pyrrolidin-1-yl)biphenyl-3-carbonitrile